N1=CC(=CC=C1)CC=1C=NN(C1)C(=O)OC(C)(C)C tert-Butyl 4-(pyridin-3-ylmethyl)-1H-pyrazole-1-carboxylate